ClC=1SC(=C(N1)Cl)C(=O)OC methyl 2,4-dichlorothiazole-5-carboxylate